ClC=1C(=NC(=NC1)NC1COC1)C1=CC=C2CN(C(C2=C1)=O)CC(N1CC2=CC=CC=C2CC1)=O 6-{5-chloro-2-[(oxetan-3-yl)amino]pyrimidin-4-yl}-2-[2-oxo-2-(1,2,3,4-tetrahydroisoquinolin-2-yl)ethyl]-2,3-dihydro-1H-isoindol-1-one